[1-[7-(methylcarbamoyl)-5H-pyrrolo[3,2-d]pyrimidin-4-yl]piperidin-4-yl]methylphosphonic acid CNC(=O)C1=CNC2=C1N=CN=C2N2CCC(CC2)CP(O)(O)=O